ClC=1C(=CC(=NC1)NC(C)C)C=1C=C2N(CCCN(C2=O)CC2=C(C=CC=C2)CO)C1 8-(5-chloro-2-(isopropylamino)pyridin-4-yl)-2-(2-(hydroxylmethyl)benzyl)-2,3,4,5-tetrahydro-1h-pyrrolo[1,2-a][1,4]diazepine-1-one